BrC(C(=O)O)CC1=CN=CN1 bromo-β-(5-imidazolyl)propionic acid